ClC=1C=C(C=CC1)C1OCCN(C1)CC(COC1=CC=C(C=C1)N(S(=O)(=O)C)C)O N-(4-(3-(2-(3-chlorophenyl)morpholino)-2-hydroxypropoxy)phenyl)-N-methyl-methanesulfonamide